[Si](C1=CC=CC=C1)(C1=CC=CC=C1)(C(C)(C)C)OCCNCC 2-((tert-butyldiphenylsilyl)oxy)-N-ethylethylamine